[(2E)-6,6-dimethylhept-2-en-4-yn-1-yl](methyl)(naphthalene-1-ylmethyl)amine CC(C#C/C=C/CN(CC1=CC=CC2=CC=CC=C12)C)(C)C